(N-(2-aminoethyl))-3-aminopropyltrimethoxysilane NCCNCCC[Si](OC)(OC)OC